C(C)(C)C=1C2=C(C(NN1)=O)SC1=C2CCC1 1-isopropyl-7,8-dihydro-3H-cyclopenta[4,5]thieno[2,3-d]pyridazin-4(6H)-one